N-[5-(benzylcarbamoyl)-1H-pyrazol-3-yl]-6-(4-methylpiperazin-1-yl)pyridine-3-carboxamide C(C1=CC=CC=C1)NC(=O)C1=CC(=NN1)NC(=O)C=1C=NC(=CC1)N1CCN(CC1)C